ClC=1C=C2CC(COC2=CC1)C(=O)C1=CN(C2=CC(=CC=C12)C=1C=NNC1OC)C[C@H]1N(CCC1)C (6-Chlorochroman-3-yl)(6-(5-methoxy-1H-pyrazol-4-yl)-1-(((S)-1-methylpyrrolidin-2-yl)methyl)-1H-indol-3-yl)methanone